ClC=1C=C(C=CC1C)NC(=O)NCCCCSC=1C=C2CN(C(C2=CC1)=O)C1C(NC(CC1)=O)=O 1-(3-chloro-4-methylphenyl)-3-(4-((2-(2,6-dioxopiperidin-3-yl)-1-oxoisoindolin-5-yl)thio)butyl)urea